trans-3-((7-chloro-6-((4-fluoropyrazolo[1,5-a]pyridin-3-yl)oxy)-1-methyl-1H-imidazo[4,5-b]pyridin-2-yl)amino)-1-(3-hydroxycyclobutyl)-5-(trifluoromethyl)pyridin-2(1H)-one ClC1=C2C(=NC=C1OC=1C=NN3C1C(=CC=C3)F)N=C(N2C)NC=2C(N(C=C(C2)C(F)(F)F)[C@@H]2C[C@H](C2)O)=O